epoxy-eicosapentaenoic acid C1=C(C=CC=CC=CC=CCCCCCCCCCC(=O)O)O1